naphthalene bisimine C1(C(C=CC2=CC=CC=C12)=N)=N